C(C)(C)C1=NC(=CC(=C1)N)OC 2-isopropyl-6-methoxypyridin-4-amine